15-Hydroxy-heneicos-17-enoic acid OC(CCCCCCCCCCCCCC(=O)O)CC=CCCC